diphenyl-cyclohexyl-phosphorus C1(=CC=CC=C1)P(C1CCCCC1)C1=CC=CC=C1